N[C@H](C(=O)OC)CCCCO (S)-methyl 2-amino-6-hydroxycaproate